2-amino-N-((3,5-difluoro-4-pyridinyl)methyl)-3-methyl-N-(4-(trifluoromethyl)benzyl)-6-quinolinecarboxamide NC1=NC2=CC=C(C=C2C=C1C)C(=O)N(CC1=CC=C(C=C1)C(F)(F)F)CC1=C(C=NC=C1F)F